(S)-3-fluoro-4-((methylamino)methyl)-N'-((2,4,5,6-tetrahydro-1H-cyclobuta[f]inden-3-yl)carbamoyl)thiophene-2-sulfonimidamide FC1=C(SC=C1CNC)[S@](=O)(N)=NC(NC1=C2C(=CC=3CCCC13)CC2)=O